3-((trimethylsilyl)oxy)trisiloxan C[Si](O[SiH](O[SiH3])O[SiH3])(C)C